1-(2-chloro-4-fluoro-5-nitro-phenoxy)-cyclopropanecarboxylic acid ClC1=C(OC2(CC2)C(=O)O)C=C(C(=C1)F)[N+](=O)[O-]